COC1=CC=C2C3=C(N(C2=C1)CC(C)N(C)C)C=NC=C3 1-(7-methoxy-9H-pyrido[3,4-b]indol-9-yl)-N,N-dimethylpropan-2-amine